C12N(CC(N(C1)C(=O)[O-])C2)C(=O)[O-] 2,5-diazabicyclo[2.2.1]heptane-2,5-dicarboxylate